CC(CC)(O)O methyl-propanediol